O1CCN(CC1)C1=NC(=C2C=CC=NC2=C1)OC1CCC(CC1)N1CN=CC=C1 N-((1r,4r)-4-((7-morpholino-1,6-naphthyridin-5-yl)oxy)cyclohexyl)pyrimidin